tetra(but-3-yn-1-yl) 3,3',3'',3'''-((((piperazine-1,4-diylbis(ethane-2,1-diyl))bis(oxy))bis(ethane-2,1-diyl))bis(azanetriyl))tetrapropionate N1(CCN(CC1)CCOCCN(CCC(=O)OCCC#C)CCC(=O)OCCC#C)CCOCCN(CCC(=O)OCCC#C)CCC(=O)OCCC#C